1,1'-((4-(pyridin-2-yldisulfaneyl)butyl)azanediyl)bis(tetradecan-2-ol) N1=C(C=CC=C1)SSCCCCN(CC(CCCCCCCCCCCC)O)CC(CCCCCCCCCCCC)O